CC=1C=C(C(=NC1)C1=NC=CC=C1)C(=O)N1[C@@H]2[C@@H](C[C@H](C1)CC2)OC2=NC=C(C=C2)C(F)(F)F (5-methyl-[2,2'-bipyridin]-3-yl)((1S,4R,6R)-6-((5-(trifluoromethyl)pyridin-2-yl)oxy)-2-azabicyclo[2.2.2]oct-2-yl)methanone